Cl.N1CC(CCC1)C=O 3-piperidineformaldehyde hydrochloride